N-methylsydnone C[N+]=1[N-]OC(C1)=O